C(N)(=O)C=1C(=NC(=NC1)N1C[C@H](CCC1)NC(OC(C)(C)C)=O)NC1=CN(C(C(=C1)C1=CC=C(C=C1)Cl)=O)C(C)C tert-butyl (S)-(1-(5-carbamoyl-4-((5-(4-chlorophenyl)-1-isopropyl-6-oxo-1,6-dihydropyridin-3-yl)amino)pyrimidin-2-yl)piperidin-3-yl)carbamate